4-(4-[3-Cyano-4-[(1R)-1-cyclohexylethoxy]pyrazolo[1,5-a]pyridin-6-yl]-5-methyl-1,2,3-triazol-1-yl)piperidine-1-carbonitrile C(#N)C=1C=NN2C1C(=CC(=C2)C=2N=NN(C2C)C2CCN(CC2)C#N)O[C@H](C)C2CCCCC2